(1R,2R)-1-[({4-chloro-1H,3H-furo[3,4-c]quinolin-7-yl}methyl)amino]-2,3-dihydro-1H-inden-2-ol ClC1=NC=2C=C(C=CC2C2=C1COC2)CN[C@H]2[C@@H](CC1=CC=CC=C21)O